BrC=1C(=C(NCC(F)F)C=CC1)F 3-bromo-N-(2,2-difluoroethyl)-2-fluoro-aniline